OCCN1C=C(C(C2=CC=CC=C12)=O)C=O 1-(2-hydroxyethyl)-4-oxo-1,4-dihydroquinoline-3-carbaldehyde